8-fluoro-7-((2-fluoro-6-(5-(trifluoromethyl)-4H-1,2,4-triazol-3-yl)-3',6'-dihydro-[3,4'-bipyridin]-1'(2'H)-yl)methyl)-3-methylquinoxalin-2(1H)-one FC=1C(=CC=C2N=C(C(NC12)=O)C)CN1CCC(=CC1)C=1C(=NC(=CC1)C1=NN=C(N1)C(F)(F)F)F